ClC=1C=C(C=CC1F)C(N1CSC=C1)C=1NC(=C(N1)S(=O)(=O)C)C N-((3-chloro-4-fluorophenyl)(5-methyl-4-(methylsulfonyl)-1H-imidazol-2-yl)methyl)thiazol